BrC1=NN(C(=N1)NC1=CC=CC=C1)C1OCCCC1 3-bromo-N-phenyl-1-(tetrahydro-2H-pyran-2-yl)-1H-1,2,4-triazol-5-amine